3-(1,3-oxazol-2-yl)propanoate O1C(=NC=C1)CCC(=O)[O-]